(RS)-adamantan-1-yl-ethylamine C12(CC3CC(CC(C1)C3)C2)NCC